benzo[c]thiophene-1,3,4,7-tetracarboxylic acid C=1(SC(=C2C1C(=CC=C2C(=O)O)C(=O)O)C(=O)O)C(=O)O